N1-methyl-indoline CN1CCC2=CC=CC=C12